(2,2,2-trifluoroethyl)propane-1,3-diamine FC(CC(CCN)N)(F)F